1-pentylpyrazole C(CCCC)N1N=CC=C1